(2-(1H-imidazol-1-yl)pyrimidin-4-yl)(piperazin-1-yl)methanone hydrochloride Cl.N1(C=NC=C1)C1=NC=CC(=N1)C(=O)N1CCNCC1